OC1=C2C(C=C(OC2=CC(=C1)O)C1=CC=C(C=C1)OC1=CC=CC=C1)=O 5,7-dihydroxy-2-(4-phenoxyphenyl)-4H-chromen-4-one